tert-butyl 2-decyl-10H-phenothiazine-10-carboxylate C(CCCCCCCCC)C1=CC=2N(C3=CC=CC=C3SC2C=C1)C(=O)OC(C)(C)C